tert-butyl (S)-2-[6-[6-amino-5-(1,3,4-thiadiazol-2-yl)-3-pyridyl]isochroman-8-yl]pyrrolidine-1-carboxylate NC1=C(C=C(C=N1)C=1C=C2CCOCC2=C(C1)[C@H]1N(CCC1)C(=O)OC(C)(C)C)C=1SC=NN1